C(CCCCCCCCCCC)C(C(=O)N)CC(=O)O.[Na] sodium dodecyl-succinic acid amide